C(C)(C)(C)OC(=O)NC(CC(=O)NC1(NC2=CC=CC=C2C1)C(=O)[O-])C1=CC=CC=C1 2-(((tert-butoxycarbonyl) amino)-3-phenylpropionamido)-1H-indole-2-carboxylate